CN1C2=CC=C(C=C2SC=2C=C(C=CC12)C=1C=C2C=NN(C2=CC1)C)C=1C=C2C=NN(C2=CC1)C 10-methyl-3,7-bis-(1-methyl-1H-indazol-5-yl)-10H-phenothiazine